4-(trifluoromethyl)-5,6,7,8-tetrahydro-1,6-naphthyridine-5,7-dione FC(C1=CC=NC=2CC(NC(C12)=O)=O)(F)F